C(C)(C)(C)OC(=O)N1C(C(C[C@@H]1CCO[Si](C)(C)C(C)(C)C)(CC=C)CC=C)=O (R)-3,3-diallyl-5-(2-((tert-butyldimethylsilyl)oxy)ethyl)-2-oxopyrrolidine-1-carboxylic acid tert-butyl ester